((7R)-7-Amino-2-azabicyclo[2.2.1]heptan-2-yl)(2-(1-(cyclopropylmethyl)-6-(4-hydroxypiperidin-1-yl)-1H-pyrrolo[2,3-b]pyridin-2-yl)-3-methylpyrazolo[1,5-a]pyridin-6-yl)methanone N[C@H]1C2N(CC1CC2)C(=O)C=2C=CC=1N(C2)N=C(C1C)C1=CC=2C(=NC(=CC2)N2CCC(CC2)O)N1CC1CC1